CN(C=1SC2=C(N1)OC(C=1C=C(C=CC12)C=1C=NNC1)C)C1CC(NC(C1)(C)C)(C)C N,5-dimethyl-7-(1H-pyrazol-4-yl)-N-(2,2,6,6-tetramethylpiperidin-4-yl)-5H-isochromeno[3,4-d]thiazol-2-amine